4-(4-cyanophenyl)-6-(((1-methyl-1H-pyrazol-5-yl)methyl)amino)isoindoline-2-carbonitrile C(#N)C1=CC=C(C=C1)C1=C2CN(CC2=CC(=C1)NCC1=CC=NN1C)C#N